NC=1C(=C(N(F)F)C=CC1)F amino-trifluoroaniline